C1(CC1)C(CN1C=2C(NC(NC2N(CC1=O)C[C@@H]([C@@H]([C@@H](CO)O)O)O)=O)=O)=O 5-(2-Cyclopropyl-2-oxoethyl)-8-[(2S,3S,4R)-2,3,4,5-tetrahydroxypentyl]-1,5,7,8-tetrahydropteridine-2,4,6(3H)-trione